N[C@H](C(=O)O)CCC(NCC1CCNCC1)=O (2S)-2-amino-4-{[(piperidin-4-yl)methyl]carbamoyl}butanoic acid